NC1=NC2=C(N1CCCC[C@H](C)NC(OCC1=CC=CC=C1)=O)C(=CC=C2)C(N(C)C)=O benzyl (S)-(6-(2-amino-7-(dimethylcarbamoyl)-1H-benzo[d]imidazol-1-yl)hexan-2-yl)carbamate